C[C@@H]1N(C[C@@H](CC1)C1=NC(=CC(=N1)C1=NC=CN=C1)NC1=CC(=CC=C1)C=1C(=NN(C1C)C)C)C(C)=O 1-((2S,5R)-2-methyl-5-(4-(pyrazin-2-yl)-6-((3-(1,3,5-trimethyl-1H-pyrazol-4-yl)phenyl)amino)pyrimidin-2-yl)piperidin-1-yl)ethan-1-one